6-((2,3-dihydrobenzo[b][1,4]dioxin-6-yl)oxy)-3,4-dihydroquinolin-2(1H)-one O1C2=C(OCC1)C=C(C=C2)OC=2C=C1CCC(NC1=CC2)=O